N-[4-(2-methoxyethoxy)phenyl]-7-{8-methyl-1H,2H,3H-pyrido[2,3-b][1,4]oxazin-7-yl}-5H,6H,7H,8H-pyrido[3,4-d]pyrimidin-2-amine COCCOC1=CC=C(C=C1)NC=1N=CC2=C(N1)CN(CC2)C2=C(C1=C(OCCN1)N=C2)C